cis-4-methoxy-N-(6-(5-methyl-1,3,4-thiadiazol-2-yl)isoquinolin-3-yl)cyclohexane-1-carboxamide CO[C@H]1CC[C@H](CC1)C(=O)NC=1N=CC2=CC=C(C=C2C1)C=1SC(=NN1)C